(2S)-2-Amino-4-{[(1R)-1-[(carboxymethyl)carbamoyl]-2-sulfanylethyl]carbamoyl}butanoic acid N[C@H](C(=O)O)CCC(N[C@@H](CS)C(NCC(=O)O)=O)=O